3-bromo-2-(1-ethoxyvinyl)-5-nitropyridine BrC=1C(=NC=C(C1)[N+](=O)[O-])C(=C)OCC